C1(CC1)[C@H]1CC[C@@H](N1C1=NC=CC=C1)C(=O)NC1=CC(=C(C=C1)C)C1=NC=C(C=N1)F trans-5-cyclopropyl-N-(3-(5-fluoropyrimidin-2-yl)-4-methylphenyl)-1-(pyridin-2-yl)pyrrolidine-2-carboxamide